ClC1=C2C(N(C(NC2=C(C=C1)S(=O)(=O)C1=CC=C2C=NN(C2=C1)CCC)=O)O)=O 5-chloro-3-hydroxy-8-((1-propyl-1H-indazol-6-yl)sulfonyl)quinazoline-2,4(1H,3H)-dione